2,5-dimethyl-pyrazolo-[1,5-a]-pyrimidine-3,7-diamine CC1=NN2C(N=C(C=C2N)C)=C1N